(4R)-4-(hydroxymethyl)-4-methyl-isochroman-6-carboxylic acid OC[C@@]1(COCC2=CC=C(C=C12)C(=O)O)C